2-((2-(isopropyl(methyl)amino)ethoxy)ethyl(methyl)amino)ethan-1-ol C(C)(C)N(CCOCCN(CCO)C)C